5-amino-8-(2,6-dimethylpyridin-4-yl)-7-phenyl-[1,2,4]triazolo[4,3-C]pyrimidin-3(2H)-one NC1=NC(=C(C=2N1C(NN2)=O)C2=CC(=NC(=C2)C)C)C2=CC=CC=C2